3-(3-bromo-5-iodophenoxy)-1,1'-biphenyl BrC=1C=C(OC=2C=C(C=CC2)C2=CC=CC=C2)C=C(C1)I